6-benzyl-3-(cyclobutylmethyl)-2,3,4,6-tetrahydropyrido[3,4-c][1,8]naphthyridin-5(1H)-one C(C1=CC=CC=C1)N1C(C2=C(C=3C=CC=NC13)CCN(C2)CC2CCC2)=O